[C@@H]12CNC[C@H]2C1OC1=NC(=CC(=C1)C1(CCCC1)NS(=O)C(C)(C)C)C1=CC=C(C=C1)F N-(1-(2-(((1R,5S,6s)-3-azabicyclo[3.1.0]hexan-6-yl)oxy)-6-(4-fluorophenyl)pyridin-4-yl)cyclopentyl)-2-methylpropane-2-sulfinamide